5-(1-methyl-1H-benzo[d][1,2,3]triazol-6-yl)-N-((4r,7r)-1-oxaspiro[3.5]nonan-7-yl)-7H-pyrrolo[2,3-d]pyrimidin-2-amine CN1N=NC2=C1C=C(C=C2)C2=CNC=1N=C(N=CC12)NC1CCC2(CCO2)CC1